CN(C(CN1[C@@H]2[C@H](N(C[C@H]1CC2)S(=O)(=O)C=2C=NC(=CC2)OC2=CC=C(C=C2)F)C(=O)[O-])=O)C (1S,2S,5R)-8-(2-(dimethylamino)-2-oxoethyl)-3-((6-(4-fluorophenoxy) pyridin-3-yl) sulfonyl)-3,8-diazabicyclo[3.2.1]octane-2-carboxylate